N-fluorenylmethoxycarbonyl-N'-tert-butoxycarbonyl-L-lysine C1(=CC=CC=2C3=CC=CC=C3CC12)COC(=O)N[C@@H](CCCCNC(=O)OC(C)(C)C)C(=O)O